C1(CCC1)CC1=C(C=C(C(=C1)OC)OC)OC 1-(cyclobutylmethyl)-2,4,5-trimethoxybenzene